4-((1-(4-chloro-8-(2,6-dimethylpyridin-3-yl)-1-oxo-2-phenyl-1,2-dihydroisoquinolin-3-yl)ethyl)amino)-8-(4-methoxybenzyl)pyrido[2,3-d]pyrimidin-5(8H)-one ClC1=C(N(C(C2=C(C=CC=C12)C=1C(=NC(=CC1)C)C)=O)C1=CC=CC=C1)C(C)NC=1C2=C(N=CN1)N(C=CC2=O)CC2=CC=C(C=C2)OC